C(#N)C1=C(C=C(OC2C(C(C2(C)C)NC(OC(C)(C)C)=O)(C)C)C=C1)OC tert-butyl ((1r,3r)-3-(4-cyano-3-methoxyphenoxy)-2,2,4,4-tetramethylcyclobutyl)carbamate